FC(C(CCS(=O)(=O)C)C=1C=CC(=NC1)N1N=CC(=C1)C1=C2C(=NC=C1)NC=N2)(F)F 7-(1-(5-(1,1,1-trifluoro-4-(methylsulfonyl)butan-2-yl)pyridin-2-yl)-1H-pyrazol-4-yl)-3H-imidazo[4,5-b]pyridine